O=C1CC[C@H](N1)C(=O)N1CSC[C@H]1C(=O)O (R)-3-[(s)-(5-oxo-2-pyrrolidinyl)carbonyl]-thiazolidine-4-carboxylic acid